NC=1C(=NC(=CC1)Cl)C=1NC(N(N1)C)=O 5-(3-Amino-6-chloropyridin-2-yl)-2-methyl-2,4-dihydro-3H-1,2,4-triazol-3-one